Cl.NCCOCCOCC(NCCOCCOCC(=O)OC)=O Methyl 17-amino-10-oxo-3,6,12,15-tetraoxa-9-azaheptadecan-1-oate hydrochloride